dodecylaminobis-methylphosphinic acid C(CCCCCCCCCCC)NCP(O)(=O)C